FC(C)(F)C1=NC(=CC(=N1)N1CC2(C=3C=NC(=CC31)NC(C)=O)CC2)NC(COC)C N-(1'-(2-(1,1-difluoroethyl)-6-((1-methoxypropan-2-yl)amino)pyrimidin-4-yl)-1',2'-dihydrospiro[cyclopropane-1,3'-pyrrolo[3,2-c]pyridin]-6'-yl)acetamide